[Se]1[Se]C=C1 DiseleNet